C1(CCC1)N1C(=NC2=C1C=C(C=C2)C(=O)NCCCN(C)C)C2=CC=NC=C2 1-cyclobutyl-N-(3-(dimethylamino)propyl)-2-(pyridin-4-yl)-1H-benzo[d]imidazole-6-carboxamide